bis(1-cyclohexyloxy-2,2,6,6-tetramethylpiperidin-4-yl) adipate C(CCCCC(=O)OC1CC(N(C(C1)(C)C)OC1CCCCC1)(C)C)(=O)OC1CC(N(C(C1)(C)C)OC1CCCCC1)(C)C